(15S,16S)-16-(hydroxymethyl)-16-methoxy-15-methyl-28-oxa-4,14,19-triazaoctacyclo[12.11.2.115,18.02,6.07,27.08,13.019,26.020,25]octacosa-1,6,8,10,12,20,22,24,26-nonaen-3-one OC[C@@]1([C@]2(N3C4=CC=CC=C4C4=C5CNC(C5=C5C6=CC=CC=C6N(C(C1)O2)C5=C43)=O)C)OC